4-(4-{4-[(2,6-difluorophenyl)methyl]-5-oxo-1,2,4-triazol-1-yl}-2-fluorophenoxy)-1,3-thiazole-5-carbaldehyde FC1=C(C(=CC=C1)F)CN1C=NN(C1=O)C1=CC(=C(OC=2N=CSC2C=O)C=C1)F